FC1=C(C=CC(=C1)C1=NN(C=N1)C1=CC(=CC=C1)C(F)(F)F)NC(=O)\N=C\1/SCC(N1C1=C(C=CC(=C1)C)C(C)OC)=O (Z)-1-(2-fluoro-4-(1-(3-(trifluoromethyl)phenyl)-1H-1,2,4-triazol-3-yl)phenyl)-3-(3-(2-(1-methoxyethyl)-5-methylphenyl)-4-oxothiazolidin-2-ylidene)urea